C(C)(C)OC([C@@](CC(C)(C)C)(C1=CC=C(C=C1)C#N)N)=O (R)-2-amino-2-(4-cyanophenyl)-4,4-dimethylpentanoic acid isopropyl ester